5-ethyl-5-isopentyl-barbituric acid sodium salt [Na].C(C)C1(C(NC(NC1=O)=O)=O)CCC(C)C